ClC1=CC=C(C=C1)N1NC(=C(C1=O)C1=C(C=CC=C1)F)C1=CC=NC=C1 2-(4-chlorophenyl)-4-(fluorophenyl)-5-pyridin-4-yl-1,2-dihydropyrazol-3-one